N-(2,6-dioxopiperidin-3-yl)-6-(4,4,5,5-tetramethyl-1,3,2-dioxaborolan-2-yl)picolinamide O=C1NC(CCC1NC(C1=NC(=CC=C1)B1OC(C(O1)(C)C)(C)C)=O)=O